OCC=1N=CC(=NC1)COC1=NN=C(S1)NC(=O)C=1C=NC(=CC1C1=CC(=NC=C1OC)C)C N-(5-((5-(hydroxymethyl)pyrazin-2-yl)methoxy)-1,3,4-thiadiazol-2-yl)-5'-methoxy-2',6-dimethyl-[4,4'-bipyridine]-3-carboxamide